8-tert-butyl-3-(3,5-dichlorophenyl)-2-methylimidazo[1,2-b]pyridazine-7-carboxylic acid C(C)(C)(C)C=1C=2N(N=CC1C(=O)O)C(=C(N2)C)C2=CC(=CC(=C2)Cl)Cl